1-((1S,4aS,4bR,6aS,8R,10aS,10bR,12aS)-8-hydroxy-8-(methoxymethyl)-12a-methyloctadecahydrochrysen-1-yl)-2-(5-methyl-2H-tetrazol-2-yl)ethan-1-one O[C@]1(C[C@@H]2CC[C@H]3[C@@H]4CCC[C@@H]([C@]4(CC[C@@H]3[C@H]2CC1)C)C(CN1N=C(N=N1)C)=O)COC